rac-tert-butyl (R)-4-(4-((4-([1,2,4]triazolo[1,5-a]pyridin-7-yloxy)-2-fluoro-3-methylphenyl)amino)pyrido[3,2-d]pyrimidin-6-yl)azepane-1-carboxylate N=1C=NN2C1C=C(C=C2)OC2=C(C(=C(C=C2)NC=2C1=C(N=CN2)C=CC(=N1)[C@H]1CCN(CCC1)C(=O)OC(C)(C)C)F)C |r|